ClC=1C=C(N)C=C(C1OC1=NN=C(C2=C1CCC2C)Cl)Cl 3,5-dichloro-4-([4-chloro-5-methyl-5H,6H,7H-cyclopenta[d]pyridazin-1-yl]oxy)aniline